N1=CC(=CC2=CC=CC=C12)N1CC2CCC(C1)N2C(=O)OC(C)(C)C tert-Butyl 3-(quinolin-3-yl)-3,8-diazabicyclo[3.2.1]octane-8-carboxylate